CC1=NC2=CC(=CC=C2C(N1C1=CC=C(C=C1)OCCCN1CCCC1)=O)S(F)(F)(F)(F)F 2-methyl-3-(4-(3-(pyrrolidin-1-yl)propoxy)phenyl)-7-(pentafluorosulfanyl)quinazolin-4(3H)-one